[1,3-bis(2,4,6-trimethylphenyl)-2-imidazolidinylidene](phenylmethylene)bipyridyl ruthenium dichloride [Ru](Cl)Cl.CC1=C(C(=CC(=C1)C)C)N1C(N(CC1)C1=C(C=C(C=C1C)C)C)=C1C(C(=NC=C1)C1=NC=CC=C1)=CC1=CC=CC=C1